OC(CC1=NN=CN1C)(C)C=1C=C(C=CC1)N1C(C2=CC=CC(=C2C1)C(F)(F)F)=O 2-(3-(2-hydroxy-1-(4-methyl-4H-1,2,4-triazol-3-yl)propan-2-yl)phenyl)-4-(trifluoromethyl)isoindolin-1-one